5-((Benzyloxy)methyl)-4-ethyl-2-(7-fluoro-1-oxo-4-(prop-1-en-2-yl)-1H-isochromen-6-yl)-2,4-dihydro-3H-1,2,4-triazol-3-one C(C1=CC=CC=C1)OCC=1N(C(N(N1)C=1C=C2C(=COC(C2=CC1F)=O)C(=C)C)=O)CC